N-ethyl-6-((2-methoxy-[1,1'-biphenyl]-3-yl)methyl)-7-(methylsulfonamido)-5-azaspiro[2.4]heptane-5-carboxamide C(C)NC(=O)N1CC2(CC2)C(C1CC=1C(=C(C=CC1)C1=CC=CC=C1)OC)NS(=O)(=O)C